2-(propan-2-yl)-1H-imidazole-5-carboxamide CC(C)C=1NC(=CN1)C(=O)N